ClC1=C(C=C(C(=O)OC(C)(C)C)C=C1N)N tert-butyl (4-chloro-3,5-diaminobenzoate)